ClC=1C(=CC=C2N=CC(=NC12)C=1C=NN(C1)[C@@H]1[C@H](CN(CC1)C(=O)OC(C)(C)C)F)OC=1C=CC2=C(N(C(=N2)C)COCC[Si](C)(C)C)C1 tert-Butyl (3S,4S)-4-(4-(8-chloro-7-((2-methyl-1-((2-(trimethylsilyl)ethoxy)methyl)-1H-benzo[d]imidazol-6-yl)oxy)quinoxalin-2-yl)-1H-pyrazol-1-yl)-3-fluoropiperidine-1-carboxylate